9-vinylpyrido[1,2-a]pyrimidin-4-one C(=C)C1=CC=CN2C1=NC=CC2=O